2-(2-methyl-3-phenylbenzylamino)-4-(dimethylamino)-6-chloropyrimidine CC1=C(CNC2=NC(=CC(=N2)N(C)C)Cl)C=CC=C1C1=CC=CC=C1